3-((6-fluoroquinolin-4-yl)amino)-4-methyl-N-(3-(pyridin-4-ylamino)phenyl)benzamide FC=1C=C2C(=CC=NC2=CC1)NC=1C=C(C(=O)NC2=CC(=CC=C2)NC2=CC=NC=C2)C=CC1C